2-chloromethyl-2-methyl-5-(p-tolylmethyl)-1-(1,2,4-triazol-1-ylmethyl)cyclopentanol benzyl-N-(3-bromopropyl)carbamate C(C1=CC=CC=C1)N(C(=O)OC1(C(CCC1CC1=CC=C(C=C1)C)(C)CCl)CN1N=CN=C1)CCCBr